N-(2-(diethylamino)-2-oxoethyl)Pyridinamide C(C)N(C(CNC(=O)C1=NC=CC=C1)=O)CC